[Co]([3H])[3H] cobalt tritide